C12CN(CC(O1)C2)C2=NC(=CC1=C2N=C(N=C1)N[C@@H]1COCC[C@@H]1NC(C=C)=O)C1=C(C(=CC(=C1F)OC)OC)F N-((3S,4S)-3-((8-(6-oxa-3-aza-bicyclo[3.1.1]heptan-3-yl)-6-(2,6-difluoro-3,5-dimethoxyphenyl)pyrido[3,4-d]pyrimidin-2-yl)amino)tetrahydro-2H-pyran-4-yl)acrylamide